N=1ON=C2C1C=CC(=C2)COC2=C(CNCC(=O)O)C=C(C(=C2)OCC=2C(=C(C=CC2)C2=CC=CC=C2)Br)Cl (2-(benzo[c][1,2,5]oxadiazol-5-ylmethoxy)-4-((2-bromo-[1,1'-biphenyl]-3-yl)methoxy)-5-chlorobenzyl)glycine